BrC=1N=C2C(=C(C(N(C2=CC1)C)=O)C#N)N1CCN(CC1)CC1=C(C(=CC=C1)F)O 6-Bromo-4-{4-[(3-fluoro-2-hydroxyphenyl)methyl]piperazin-1-yl}-1-methyl-2-oxo-1,2-dihydro-1,5-naphthyridin-3-carbonitril